1,3-dibutyryl-2-palmitoylglycerol C(CCC)(=O)OCC(OC(CCCCCCCCCCCCCCC)=O)COC(CCC)=O